N[C@H]1[C@H](CCC1)C(=O)O (1S,2R)-2-aminocyclopentanic acid